C(=O)(OCC1C2=CC=CC=C2C2=CC=CC=C12)N[C@@H](CCCCN=[N+]=[N-])C(=O)O Fmoc-ε-azidonorleucine